2-HYDROXY-3-(METHYLTHIO)BENZALDEHYDE OC1=C(C=O)C=CC=C1SC